6-({1-[(1S,3S,5S)-2-azabicyclo[3.1.0]hexane-3-carbonyl]azetidin-3-yl}oxy)-3-(2-boronoethyl)-2-hydroxybenzoic acid [C@H]12N[C@@H](C[C@@H]2C1)C(=O)N1CC(C1)OC1=CC=C(C(=C1C(=O)O)O)CCB(O)O